CC(C[C@@H](CC#C)NC(OC(C)(C)C)=O)C tert-butyl (S)-(6-methylhept-1-yn-4-yl)carbamate